BrC1=C(C=C(C=C1)CO[C@@H]([C@H](CCC(N)=O)NC(OC(C)(C)C)=O)C)C tert-butyl N-[(3S,4R)-4-[(4-bromo-3-methylphenyl) methoxy]-1-carbamoylpentan-3-yl]carbamate